FC1(CN(CC[C@H]1NC1=NN2C(C(=N1)OC)=C(C=C2[2H])C=2C=CC1=C(N(N=N1)CC(F)(F)F)C2)S(=O)(=O)C)F (R)-N-(3,3-difluoro-1-(methylsulfonyl)piperidin-4-yl)-4-methoxy-5-(1-(2,2,2-trifluoroethyl)-1H-benzo[d][1,2,3]triazol-6-yl)pyrrolo[2,1-f][1,2,4]triazin-7-d-2-amine